Methyl 6-cyclopropyl-2-((4-formyl-1H-1,2,3-triazol-1-yl)methyl)imidazo[1,2-a]pyridine-8-carboxylate C1(CC1)C=1C=C(C=2N(C1)C=C(N2)CN2N=NC(=C2)C=O)C(=O)OC